[Si](C1=CC=CC=C1)(C1=CC=CC=C1)(C(C)(C)C)OCC1=NN(C(N1CC)=O)C=1C=C2[C@H](CN(C(C2=CC1)=O)C1=C(C=CC=C1F)Cl)C(=C)C |r| rac-6-(3-(((tert-butyldiphenylsilyl)oxy)methyl)-4-ethyl-5-oxo-4,5-dihydro-1H-1,2,4-triazol-1-yl)-2-(2-chloro-6-fluorophenyl)-4-(prop-1-en-2-yl)-3,4-dihydroisoquinolin-1(2H)-one